COC=1CCCC2=C(N1)C=CC=C2 2-methoxy-4,5-dihydro-3H-benzo[b]azepine